C(CCCCCCC\C=C/C\C=C/CCCCC)OC(CC)(N(C)C)OCCCCCCCC\C=C/C\C=C/CCCCC DiLinoleyloxy-N,N-dimethylaminopropane